1-((5,5-dimethyl-1,3-dioxan-2-yl)methyl)-1H-1,2,3-triazol CC1(COC(OC1)CN1N=NC=C1)C